C(CCCCC)NC=1C(C2=CC=CC=C2C(C1)=O)=O 2-hexylamino-1,4-naphthoquinone